norbornenyl vinyl ether C(=C)OC12C=CC(CC1)C2